C(CCCCCCCCCCC)N.[K] potassium dodecylamine